ClC1=CC(=C(COC2=CC=CC(=N2)C2CCN(CC2)CC2=NC3=C(N2CC2CCN(CC2)C)C=C(C=C3)C(=O)O)C=C1)F 2-[(4-{6-[(4-chloro-2-fluorobenzyl)oxy]pyridin-2-yl}piperidin-1-yl)methyl]-1-[(1-methylpiperidin-4-yl)methyl]-1H-benzimidazole-6-carboxylic acid